3-(1-ethyl-4-methyl-benzotriazol-5-yl)propanoic acid C(C)N1N=NC2=C1C=CC(=C2C)CCC(=O)O